N-(5-(1-methyl-1H-pyrazol-3-yl)-4-((5-methyl-6-(methylsulfonyl)pyridin-2-yl)amino)pyridin-2-yl)acetamide CN1N=C(C=C1)C=1C(=CC(=NC1)NC(C)=O)NC1=NC(=C(C=C1)C)S(=O)(=O)C